tert-butyl N-[(1R)-1-[[6-(5-methoxy-3-methyl-phenoxy)-2-pyridyl]carbamoyl]propyl]carbamate COC=1C=C(C=C(OC2=CC=CC(=N2)NC(=O)[C@@H](CC)NC(OC(C)(C)C)=O)C1)C